N1(CCC1)C=1C=CC2=C(C1)[Si]1(CCCCC1)C1=C(C23OC(C2=CC(=C(C=C23)C(=O)OC(C)(C)C)N2CCC2)=O)C=CC(=C1)N1CCC1 tert-butyl 3',5,7'-tri(azetidin-1-yl)-3-oxo-3H-dispiro[isobenzofuran-1,10'-dibenzo[b,e]siline-5',1''-silinane]-6-carboxylate